tert-Butyl (R)-3-((S)-3-(methoxymethyl)-4-methylpiperazin-1-yl)pyrrolidine-1-carboxylate COC[C@@H]1CN(CCN1C)[C@H]1CN(CC1)C(=O)OC(C)(C)C